N=1C=CN2C1C(=NC=C2)OCC2=NC=C(C(=O)NN)C=C2 6-((imidazo[1,2-a]pyrazin-8-yloxy)methyl)nicotinohydrazide